(2-((1-(1-(1-hydroxycyclopropanecarbonyl)piperidin-4-yl)-1H-pyrazol-4-yl)amino)-5-methylpyrimidin-4-yl)benzoic acid methyl ester COC(C1=C(C=CC=C1)C1=NC(=NC=C1C)NC=1C=NN(C1)C1CCN(CC1)C(=O)C1(CC1)O)=O